(2S,4r)-1-((S)-2-(8-aminooctanoylamino)-3,3-dimethylbutyryl)-4-hydroxy-N-((S)-1-(4-(4-methylthiazol-5-yl)phenyl)ethyl)pyrrolidine-2-carboxamide NCCCCCCCC(=O)N[C@H](C(=O)N1[C@@H](C[C@H](C1)O)C(=O)N[C@@H](C)C1=CC=C(C=C1)C1=C(N=CS1)C)C(C)(C)C